COC(=O)C=1C(N(C2=CC(=CC=C2C1N)C(F)(F)F)C1=CC=2N=COC2C=C1)=O 4-Amino-1-(benzo(2,1-d)(1,3)oxazol-5-yl)-2-oxo-7-(trifluoromethyl)-1,2-dihydroquinoline-3-carboxylic acid methyl ester